N(=[N+]=[N-])C1=C(C=C(C(=C1)F)F)F 1-azido-2,4,5-trifluorobenzene